ClC1=NC(=NC=C1C(C)C)C1=NC(=CC=C1)C 4-chloro-5-isopropyl-2-(6-methylpyridin-2-yl)pyrimidine